5-p-hydroxyphenyl-3H-1,2-dithiol-3-thione OC1=CC=C(C=C1)C1=CC(SS1)=S